Lithium-Cerium [Ce].[Li]